C(C(=C)C)(=O)OC(C[Si](OC)(OC)OC)C β-methacryloyloxypropyl-trimethoxysilane